C1(CCCCC1)NC(=O)C1=NN(C(=C1C)C1=CC=CC=C1)C1=CC=CC=C1 cyclohexyl-4-methyl-1,5-diphenyl-1H-pyrazole-3-carboxamide